C(C1=CC=CC=C1)OC(=O)N[C@H](C(=O)O)CCC (S)-2-(((benzyloxy)carbonyl)amino)pentanoic acid